tert-butyl N6-((benzyloxy)carbonyl)-N2-(N6-((benzyloxy)carbonyl)-N2-(4-(((benzyloxy)carbonyl)amino)butanoyl)-L-lysyl)-L-lysinate C(C1=CC=CC=C1)OC(=O)NCCCC[C@H](NC([C@@H](NC(CCCNC(=O)OCC1=CC=CC=C1)=O)CCCCNC(=O)OCC1=CC=CC=C1)=O)C(=O)OC(C)(C)C